(E)-3-(10-methyl-10H-phenothiazin-3-yl)acrolein CN1C2=CC=CC=C2SC=2C=C(C=CC12)/C=C/C=O